[(methyl-d3)benzofuropyridine-yl]pyridine C([2H])([2H])([2H])C=1C(=NC2=C(C1)OC1=C2C=CC=C1)C1=NC=CC=C1